2-[[7-amino-1-oxo-4-[3-(3-thienyl)pyrazolo[1,5-a]pyridin-5-yl]isoindolin-2-yl]methyl]prop-2-enenitrile NC=1C=CC(=C2CN(C(C12)=O)CC(C#N)=C)C1=CC=2N(C=C1)N=CC2C2=CSC=C2